FC(OC1=NC=CC(=C1)CNC(=O)NC12CC(C1)(C2)OC)F 1-[[2-(difluoromethoxy)pyridin-4-yl]methyl]-3-(3-methoxy-1-bicyclo[1.1.1]pentanyl)urea